N-(2-chloro-4-(3,4-dihydroisoquinolin-2(1H)-yl)-6-(trifluoromethyl)phenyl)-3-cyclopentylpropanamide ClC1=C(C(=CC(=C1)N1CC2=CC=CC=C2CC1)C(F)(F)F)NC(CCC1CCCC1)=O